tert-Butyl 2-[1-[2-(2,3-dihydro-[1,4]dioxino[2,3-b]pyridin-7-yl)-6-methyl-4-oxo-chromen-8-yl]ethylamino]benzoate O1CCOC2=NC=C(C=C21)C=2OC1=C(C=C(C=C1C(C2)=O)C)C(C)NC2=C(C(=O)OC(C)(C)C)C=CC=C2